[N+](=O)([O-])C=1C=C(C=CC1)[C@@H](C)O (R)-1-(3-nitrophenyl)ethane-1-ol